2-(2-fluorophenyl)-5-nitropyridine FC1=C(C=CC=C1)C1=NC=C(C=C1)[N+](=O)[O-]